S1C=[NH+]C2=C1CCCC2 4,5,6,7-tetrahydro-benzo[d]thiazol-3-ium